C1(=CC=C(C=C1)N(C1=CC=C(C=C1)Br)C1=CC=C(C=C1)C1=CC=CC=C1)C1=CC=CC=C1 N,N-bis(4-biphenylyl)-N-(4-bromophenyl)amine